O=C1NC=CC2=C(C=CC=C12)N1N=CC(=C1C(F)(F)F)C(=O)NC1=CC(=NC=C1)C(F)(F)F 1-(1-oxo-2H-isoquinolin-5-yl)-5-(trifluoromethyl)-N-[2-(trifluoromethyl)pyridin-4-yl]pyrazole-4-carboxamide